3-nitro-1,2,4-triazol-1-yl-tris(pyrrolidin-1-yl)phosphorus [N+](=O)([O-])C1=NN(C=N1)[P](N1CCCC1)(N1CCCC1)N1CCCC1